C12=CC(=CC=C2CC1)C1CN2C(CO1)CN(CC2)C(=O)C2=C(C(=CC=C2)OC)Cl [3-(3-Bicyclo[4.2.0]octa-1,3,5-trienyl)-3,4,6,7,9,9a-hexahydro-1H-pyrazino[2,1-c][1,4]oxazin-8-yl]-(2-chloro-3-methoxyphenyl)methanon